O=C1NC(CCC1N1C(C2=CC=CC(=C2C1=O)NCCOCCOCCC(=O)OC(C)(C)C)=O)=O tert-butyl 3-(2-(2-((2-(2,6-dioxopiperidin-3-yl)-1,3-dioxoisoindolin-4-yl)amino)ethoxy)ethoxy)propanoate